(1S,2S)-N-(3-((6-cyclopropyl-8-(3-methyl-2,4-dioxoimidazolidin-1-yl)imidazo[1,2-a]pyridin-2-yl)methoxy)phenyl)-2-(4-methylpyrimidin-2-yl)cyclopropane-1-carboxamide C1(CC1)C=1C=C(C=2N(C1)C=C(N2)COC=2C=C(C=CC2)NC(=O)[C@@H]2[C@H](C2)C2=NC=CC(=N2)C)N2C(N(C(C2)=O)C)=O